Rel-(2s,3r,5r)-4-[[3-(3,4-Difluoro-2-Methoxy-Phenyl)-5-Methyl-5-(2,2,2-Trifluoroethyl)Tetrahydrofuran-2-Carbonyl]Amino]Pyridine-2-Carboxamide FC=1C(=C(C=CC1F)[C@@H]1[C@H](O[C@](C1)(CC(F)(F)F)C)C(=O)NC1=CC(=NC=C1)C(=O)N)OC |o1:8,9,11|